ClC=1C=C(C=CC1)C(=O)NCC(=O)NCC=1N=C2N(C=CC=C2)C1 2-[(3-chlorophenyl)formamido]-N-({imidazo[1,2-a]pyridin-2-yl}methyl)acetamide